(S)-(6-chlorochroman-3-yl)(1-(2-(diethylamino)ethyl)-6-(5-methoxy-1H-pyrazol-4-yl)-1H-indol-3-yl)methanone dihydrochloride Cl.Cl.ClC=1C=C2C[C@@H](COC2=CC1)C(=O)C1=CN(C2=CC(=CC=C12)C=1C=NNC1OC)CCN(CC)CC